CC1=NC(=CC=C1C=1C=C(C=CC1)C1=NC(=NC(=N1)C1=CC=C(C=C1)C1=C(C=C(C=C1C1=CC=CC=C1)C1=CC=CC=C1)C1=CC=CC=C1)C1=CC=CC=C1)C 2-(3-(2,6-Dimethylpyridin-3-yl)phenyl)-4-(2',6'-diphenyl-[1,1':4',1''-terphenyl]-4-yl)-6-phenyl-1,3,5-triazine